C(C)(=O)OCC1CCC(CC1)N1N=C2C(=C(C(=CC2=C1)Br)OC)I ((1R,4R)-4-(5-Bromo-7-iodo-6-methoxy-2H-indazol-2-yl)cyclohexyl)methyl acetate